The molecule is a dimethoxyflavone that is the 6,4'-dimethyl ether derivative of scutellarein. It has a role as a plant metabolite. It is a dimethoxyflavone and a dihydroxyflavone. It derives from a scutellarein. COC1=CC=C(C=C1)C2=CC(=O)C3=C(O2)C=C(C(=C3O)OC)O